C(#N)C[C@@H](C1=CC=C(C=C1)S(=O)(=O)CC)C1=C(C(=O)N)C=CC(=C1)C1N(CCC1)CC1=CC=C(C=C1)C(F)(F)F ((S)-2-cyano-1-(4-(ethylsulfonyl)phenyl)ethyl)-4-(1-(4-(trifluoromethyl)benzyl)pyrrolidin-2-yl)benzamide